C1=C(C=CC2=C1C1CC3CC(CC2C3)C1)B1OC(C(O1)(C)C)(C)C 2-(6,7,8,9,10,11-Hexahydro-5,9:7,11-dimethano-5H-benzocyclononen-2-yl)-4,4,5,5-tetramethyl-1,3,2-dioxaborolane